tert-butyl 6,7-dichloro-9-hydroxy-3,4-dihydropyrazino[1,2-a]indole-2(1H)-carboxylate ClC1=C(C=C(C=2C=C3N(C12)CCN(C3)C(=O)OC(C)(C)C)O)Cl